FC(C1=CC=C(C=C1)C=1N=C(C2=C(N1)N=CC=C2)N2CC(CC2)NC(C=C)=O)(F)F N-(1-(2-(4-(trifluoromethyl)phenyl)pyrido[2,3-d]pyrimidin-4-yl)pyrrolidin-3-yl)acrylamide